C(C)(C)(C)OC(N[C@@H]1C2=CC=CC=C2C2(CC2)C12CCN(CC2)C2=NC(=C(C(=N2)C#N)Br)C)=O (S)-(1''-(5-bromo-4-cyano-6-methylpyrimidin-2-yl)-3'H-dispiro[cyclopropane-1,1'-inden-2',4''-piperidin]-3'-yl)carbamic acid tert-butyl ester